5,6-dichlorobenzimidazole-2-thiol ClC1=CC2=C(N=C(N2)S)C=C1Cl